C(N)(=O)C1=C(SC(=C1C)C(=O)OCC)NC(=O)CCC(=O)O 3-{[3-carbamoyl-5-(ethoxycarbonyl)-4-methylthiophene-2-yl]Carbamoyl}propionic acid